ClC=1C=CC=C2CC(NC12)=O 7-chloro-2,3-dihydro-1H-indol-2-one